(R)-3-(2-isopropylphenyl)-1-((7-(methoxy-d3)-3,3-dimethyl-2,3-dihydrobenzofuran-5-yl)methyl)piperazine C(C)(C)C1=C(C=CC=C1)[C@@H]1CN(CCN1)CC=1C=C(C2=C(C(CO2)(C)C)C1)OC([2H])([2H])[2H]